acryloxybutyl-difluoromethyl-silane C(C=C)(=O)OCCCC[SiH2]C(F)F